S1C(=NC2=C1C=CC=C2)NC2=C(C1=C(N=N2)N(CCC1)N1CSC(=C1C(=O)[O-])CCCOC1=C(C=C(C=C1)C#CCN1CCCC1)F)C 3-(1,3-benzothiazol-2-ylamino-4-methyl-6,7-dihydro-5H-pyrido[2,3-c]pyridazin-8-yl)-5-[3-[2-fluoro-4-(3-pyrrolidin-1-ylprop-1-ynyl)phenoxy]propyl]thiazole-4-carboxylate